(S)-N-((1H-pyrrolo[3,2-c]pyridin-2-yl)methyl)-3'-(benzylamino)-1'-chloro-4'-oxo-6',7'-dihydro-4'H-spiro[cyclopentane-1,8'-pyrrolo[1,2-a]pyrazine]-6'-carboxamide trifluoroacetate FC(C(=O)O)(F)F.N1C(=CC=2C=NC=CC21)CNC(=O)[C@@H]2CC1(C=3N2C(C(=NC3Cl)NCC3=CC=CC=C3)=O)CCCC1